N\C(=C/C(=O)OCC1=CC=C(C=C1)F)\C 4-Fluorobenzyl (Z)-3-aminobut-2-enoate